C(C)C(CC1(C2=CC(=CC=C2C=2C=CC(=CC12)B(O)O)B(O)O)CC(CCCC)CC)CCCC [9,9-di(2-ethylhexyl)-9H-fluorene-2,7-diyl]diboronic acid